C(#N)C=1C=C(C=CC1N1CCN(CC1)C)NC1=NC2=CC=CC=C2C=N1 2-((3-cyano-4-(4-methylpiperazin-1-yl)phenyl)amino)quinazolin